C(#N)CCCOC=1C=C(C=C(C1)C(F)(F)F)NS(=O)(=O)C1=C(C=C(C=C1C(C)C)C(C)C)C(C)C N-(3-(3-cyanopropoxy)-5-(trifluoromethyl)phenyl)-2,4,6-triisopropylbenzene-sulfonamide